2-(4-fluorophenyl)-3-(4-pyridyl)-6,7-dihydro-5H-pyrazolo[5,1-b][1,3]oxazine FC1=CC=C(C=C1)C1=NN2C(OCCC2)=C1C1=CC=NC=C1